1-[(1-[(4-methoxyphenyl)methyl]-3-methylindazol-5-yl)ethyl]piperidine-4-carboxamide COC1=CC=C(C=C1)CN1N=C(C2=CC(=CC=C12)CCN1CCC(CC1)C(=O)N)C